7-(5-amino-6-(1-ethyl-1H-pyrazol-4-yloxy)pyrazin-2-yl)-N,2-dimethyl-1,2,3,4-tetrahydroisoquinoline-5-amine NC=1N=CC(=NC1OC=1C=NN(C1)CC)C=1C=C(C=2CCN(CC2C1)C)NC